(1r,3r)-3-((6-chloro-5-(trifluoromethyl)pyridin-3-yl)oxy)-N-((6-fluoroisoquinolin-5-yl)methyl)cyclobutane-1-amine hydrochloride Cl.ClC1=C(C=C(C=N1)OC1CC(C1)NCC1=C2C=CN=CC2=CC=C1F)C(F)(F)F